C(C)C1C(C1C=1C=NN(C1)C)C(=O)NC=1N=CC2=CC(=C(C=C2C1)C1CCN(CC1)C1(COCC1F)C)C 2-ethyl-N-(6-(1-(4-fluoro-3-methyltetrahydrofuran-3-yl)piperidin-4-yl)-7-methylisoquinolin-3-yl)-3-(1-methyl-1H-pyrazol-4-yl)cyclopropane-1-carboxamide